(2-(benzyloxy)-5-methylphenyl)-5-(tetrahydro-2H-pyran-4-yl)-4-(4-(trifluoromethyl)phenyl)-4,5-dihydropyrrolo[3,4-c]pyrazol-6(2H)-one C(C1=CC=CC=C1)OC1=C(C=C(C=C1)C)N1N=C2C(=C1)C(N(C2=O)C2CCOCC2)C2=CC=C(C=C2)C(F)(F)F